(2S,4r)-N-[3,3-bis(hydroxymethyl)cyclobutyl]-1-[(2S)-2-(4-cyclopropyltriazol-1-yl)-3,3-dimethyl-butyryl]-4-hydroxy-pyrrolidine-2-carboxamide OCC1(CC(C1)NC(=O)[C@H]1N(C[C@@H](C1)O)C([C@H](C(C)(C)C)N1N=NC(=C1)C1CC1)=O)CO